BrC1=NC(=NN1COCC[Si](C)(C)C)CN(C)C [(5-bromo-1-{[2-(trimethylsilyl)ethoxy]methyl}-1H-1,2,4-triazol-3-yl)methyl]dimethylamine